6-methylene-androsta-4-en-3,17-dione C=C1C[C@H]2[C@@H]3CCC([C@@]3(C)CC[C@@H]2[C@]2(CCC(C=C12)=O)C)=O